C(#N)C1=CC=C(C=C1)NC(C1=CC=CC=C1)=O N-(4-Cyanophenyl)Benzamide